C(CCC)C1=C(C(=C(C(=N1)O)C(=O)N1CCN(CC1)CC1=C(C(=CC=C1)F)F)O)C1=C(C(=CC=C1)OC)OC 6-butyl-3-{4-[(2,3-difluorophenyl)methyl]piperazine-1-carbonyl}-5-(2,3-dimethoxyphenyl)pyridine-2,4-diol